CC1=CC=CC=C1C 4,5-dimethylbenzene